tert-butyl (S)-(5-((4-bromo-6-fluoropyridin-2-yl)oxy)pentan-2-yl)carbamate BrC1=CC(=NC(=C1)F)OCCC[C@H](C)NC(OC(C)(C)C)=O